N-(3-chloro-6-iodobenzoyl)indole ClC=1C=C(C(=O)N2C=CC3=CC=CC=C23)C(=CC1)I